BrC1=CC=CC(=C1CCO)[N+](=O)[O-] 2-(6-bromo-2-nitrophenyl)ethan-1-ol